C(C)C=1C(=NN(C1Br)CC1COC(OC1)(C)C)Br Ethyl-3,5-dibromo-1-[(2,2-dimethyl-1,3-dioxan-5-yl)methyl]pyrazole